4-(1-(2-Hydroxy-2-methylpropyl)-1H-pyrazol-4-yl)-2-((1-((4-(piperidin-1-yl)butyl)sulfonyl)piperidin-4-yl)amino)pyrimidine-5-carbonitrile OC(CN1N=CC(=C1)C1=NC(=NC=C1C#N)NC1CCN(CC1)S(=O)(=O)CCCCN1CCCCC1)(C)C